trans-1-(4-(4-methylpiperazin-1-yl)cyclohexyl)-3-(4-phenoxyphenyl)-1H-pyrrolo[3,2-c]pyridin-4-amine CN1CCN(CC1)[C@@H]1CC[C@H](CC1)N1C=C(C=2C(=NC=CC21)N)C2=CC=C(C=C2)OC2=CC=CC=C2